CC1CC2C(CC1CC(C(=O)O)(CCCC(=O)O)CC1CC3C(CC1C)O3)O2 bis(3,4-epoxy-6-methylcyclohexylmethyl)adipic acid